N-(1-(7-Methoxyquinolin-5-yl)cyclopropyl)-2-methyl-5-((5-methyl-5-azaspiro[2.4]heptan-6-yl)methoxy)benzamide COC1=CC(=C2C=CC=NC2=C1)C1(CC1)NC(C1=C(C=CC(=C1)OCC1N(CC2(CC2)C1)C)C)=O